tert-butyl 3-(4-(2-chloro-3-fluorophenyl)piperidine-1-carbonyl)-6,7-dihydro-1H-pyrazolo[4,3-c]pyridine-5(4H)-carboxylate ClC1=C(C=CC=C1F)C1CCN(CC1)C(=O)C1=NNC2=C1CN(CC2)C(=O)OC(C)(C)C